C(C)C(COP(OCC(CCCC)CC)=O)CCCC.[Ti+4] Titanium (IV) di(2-ethylhexyl)phosphonate